N[C@@H](CCC(=O)O)C(=O)O.C(C=C)N1CN(C=C1)C 1-allyl-3-methylimidazole glutamate